methyl 2-(6-((R)-1-aminoethyl)-1-(((cis)-2,2-difluoro-3-vinylcyclopropyl)methyl)-1H-pyrrolo[2,3-b]pyridin-2-yl)-6-fluoro-1-methyl-1H-benzo[d]imidazole-5-carboxylate N[C@H](C)C1=CC=C2C(=N1)N(C(=C2)C2=NC1=C(N2C)C=C(C(=C1)C(=O)OC)F)C[C@@H]1C([C@@H]1C=C)(F)F